C(C1=CC=CC=C1)C(C(=O)C1=CC=C(C=C1)N1CCOCC1)(C)N(CC)CC 2-benzyl-2-diethylamino-1-(4-morpholinophenyl)-1-propanone